(1S,12S,14R)-9-methoxy-4-methyl-11-oxa-4-azatetracyclo[8.6.1.01,12.06,17]heptadeca-6(17),7,9,15-tetraen-14-ol bromide [Br-].COC=1C=CC=2CN(CC[C@]34[C@@H](OC1C42)C[C@H](C=C3)O)C